N-((9-octadecenoyl)-β-alanyl)-L-histidine C(CCCCCCCC=CCCCCCCCC)(=O)NCCC(=O)N[C@@H](CC1=CNC=N1)C(=O)O